N1(CC1)C(=O)C1CCCC1 1-aziridinyl-(cyclopentyl)methanone